((3S,4R)-4-(3,5-difluorophenyl)-1-(2-methoxyethyl)pyrrolidin-3-yl)-3-(1-methyl-3-(pyridin-3-yl)-1H-pyrazol-5-yl)urea FC=1C=C(C=C(C1)F)[C@H]1[C@@H](CN(C1)CCOC)NC(=O)NC1=CC(=NN1C)C=1C=NC=CC1